3-(7-((tert-Butoxycarbonyl)(4-(pyridin-2-yl)benzyl)amino)-3-cyclopropylpyrazolo[1,5-a]pyrimidin-5-yl)-3,6-diazabicyclo[3.1.1]heptane-6-carboxylic acid tert-butyl ester C(C)(C)(C)OC(=O)N1C2CN(CC1C2)C2=NC=1N(C(=C2)N(CC2=CC=C(C=C2)C2=NC=CC=C2)C(=O)OC(C)(C)C)N=CC1C1CC1